1-((3-azabicyclo[3.2.1]octan-8-yl)methyl)piperidin C12CNCC(CC1)C2CN2CCCCC2